3-methylpyrrole CC1=CNC=C1